N-(2-ethylhexyl)-2-acetyl-3-tetrahydropyranyloxypyridin-4-one C(C)C(CN1C(=C(C(C=C1)=O)OC1OCCCC1)C(C)=O)CCCC